C1(CCCC1)C1=CC(=NN1)NC1=NC(=NC=C1)N1C[C@@H](CCC1)CNC(OC(C)(C)C)=O tert-Butyl N-[[(3S)-1-[4-[(5-Cyclopentyl-1H-pyrazol-3-yl)amino]pyrimidin-2-yl]-3-piperidyl]methyl]carbamate